C[C@@H]1O[C@@H](CN(C1)C1=CC=CC(=N1)C1=NC2=CC(=NC=C2C=C1)CN)C (2-(6-((cis)-2,6-dimethylmorpholino)pyridin-2-yl)-1,6-naphthyridin-7-yl)methanamine